C(=O)(O)[C@H](CC(=O)C1=CC2=C(S1)C=C(C(=C2)OCC2(CC2)COC=2C=C1CN(CC1=CC2OC)C(C[C@@H](C(=O)O)C)=O)OC)C (S)-4-(5-((1-(((2-((S)-3-carboxybutanoyl)-6-methoxybenzo[b]thiophen-5-yl)oxy)methyl)cyclopropyl)methoxy)-6-methoxyisoindolin-2-yl)-2-methyl-4-oxobutanoic acid